3-(4-fluoro-2-methoxyphenoxy)-N-(2-oxo-2,3-dihydro-1H-benzo[d]imidazol-5-yl)quinoxaline-2-carboxamide FC1=CC(=C(OC=2C(=NC3=CC=CC=C3N2)C(=O)NC2=CC3=C(NC(N3)=O)C=C2)C=C1)OC